FC(C1=CC=C(C=C1)CCN)(F)F 2-(4-trifluoromethyl-phenyl)ethylamine